ClC(C(C)OC)OC chloro-1,2-dimethoxypropane